C=1N=C(N2C1C=NC=C2)C2CN1C(CCC1CC2)=O 6-(imidazo[1,5-a]pyrazin-3-yl)hexahydroindolizin-3(2H)-one